CC1(C(C2(CCC1)C(C=CCC2C)C)OC(C)=O)C acetic acid (+-)-2,2,7,11-tetramethylspiro[5.5]undec-8-en-1-yl ester